3-chloro-4-methoxy-N-((6-methoxy-1-methyl-1H-benzimidazol-7-yl)methyl)benzamide ClC=1C=C(C(=O)NCC2=C(C=CC3=C2N(C=N3)C)OC)C=CC1OC